4-(6-bromo-7-methyl-3H-imidazo[4,5-b]pyridine-3-yl)-2-methyl-2-propyl-2H-benzo[e][1,3]oxazine BrC=1C(=C2C(=NC1)N(C=N2)C2=NC(OC1=C2C=CC=C1)(CCC)C)C